NC1=CC=C(C=C1)C1(CC1)O 1-(4-aminophenyl)cyclopropan-1-ol